ClC=1C=CC(=C(C1)NC=1SC2=C(N1)CC[C@@]1([C@H]3CC[C@]/4([C@H]([C@@H]3CC=C12)CC\C4=N/N)C)C)OC (5aR,5bS,7aS,10aS,10bR,E)-N-(5-chloro-2-methoxyphenyl)-8-hydrazineylidene-5a,7a-dimethyl-5,5a,5b,6,7,7a,8,9,10,10a,10b,11-dodecahydro-4H-cyclopenta[7,8]phenanthro[2,1-d]thiazol-2-amine